Methyl-[2-(4-pyrrolidin-1-yl-phenyl)-imidazo[1,2-a]pyridin-7-yl]-amine CNC1=CC=2N(C=C1)C=C(N2)C2=CC=C(C=C2)N2CCCC2